F[B-](F)(F)F.CC([C@H](NCN(C(=[N+](C)C)ON1N=NC2=C(C1=O)C=CC=C2)C)C(=O)O)C2=CC=CC=C2 β-methyl-phenylalanineO-(3,4-Dihydro-4-oxo-1,2,3-benzotriazin-3-yl)-N,N,N',N'-tetramethyluronium tetrafluoroborate